O1C2=C(C=CC=CC=CC1)C=CC=C2 benzo[b]oxecine